ClC=1C=C(O[C@@H]2[C@@](CN(C2)S(=O)(=O)C2=C(C#N)C=C(C=C2)C(F)(F)F)(CO)O)C=CC1Cl 2-(((3R,4S)-4-(3,4-dichlorophenoxy)-3-hydroxy-3-(hydroxymethyl)pyrrolidin-1-yl)sulfonyl)-5-(trifluoromethyl)benzonitrile